N(=[N+]=[N-])C(CC[Si](C1=CC=CC=C1)(C)C)CN=[N+]=[N-] (3,4-Diazidobutyl)dimethyl-(phenyl)silane